[2-[[(2-methylphenyl)imino]methyl]-phenol] CC1=C(C=CC=C1)N=CC1=C(C=CC=C1)O